3-bromo-N-[4-[2-[3-(1,3-dioxoisoindolin-2-yl)-1,1-difluoro-propyl]phenyl]thiazol-2-yl]benzenesulfonamide BrC=1C=C(C=CC1)S(=O)(=O)NC=1SC=C(N1)C1=C(C=CC=C1)C(CCN1C(C2=CC=CC=C2C1=O)=O)(F)F